FC1=CC=C(OC=2C=CC=3C4=C(N(C3C2)C)CCN(CC4)C(=O)OC(C)(C)C)C=C1 tert-butyl 8-(4-fluorophenoxy)-6-methyl-1,4,5,6-tetrahydroazepino[4,5-b]indole-3(2H)-carboxylate